ClC=1C=C(C=CC1)C(C(C1=CC=C(C=C1)Cl)OC(NC(C(=O)NC(CC1C(NCC1)=O)C(C(=O)N)=O)CC1CCCCC1)=O)(C)C (1-((4-amino-3,4-dioxo-1-(2-oxopyrrolidin-3-yl)butan-2-yl)amino)-3-cyclohexyl-1-oxopropan-2-yl)carbamic acid 2-(3-chlorophenyl)-1-(4-chlorophenyl)-2-methylpropyl ester